tert-butyl 1-[2-(azetidin-3-yl)ethyl]-6-chloro-3-{3-[(6-fluoronaphthalen-1-yl)oxy]propyl}-7-(1,3,5-trimethyl-1H-pyrazol-4-yl)-1H-indole-2-carboxylate hydrochloride Cl.N1CC(C1)CCN1C(=C(C2=CC=C(C(=C12)C=1C(=NN(C1C)C)C)Cl)CCCOC1=CC=CC2=CC(=CC=C12)F)C(=O)OC(C)(C)C